ClC1=C(CCN(C(CC[C@@H](CO)NC([C@H](CC2CCCCC2)NC(OCC2=CC(=CC=C2)Cl)=O)=O)=O)C)C=CC=C1 3-Chlorobenzyl ((S)-1-(((S)-5-((2-chlorophenethyl)(methyl)amino)-1-hydroxy-5-oxopentan-2-yl)amino)-3-cyclohexyl-1-oxopropan-2-yl)carbamate